5-t-butyl-3-[2-pyrimidinyl]-1H-1,2,4-triazole C(C)(C)(C)C1=NC(=NN1)C1=NC=CC=N1